BrC(C=1C=C(C=CC1)C1=NN(C=C1)C)([2H])[2H] (3-(bromomethyl-d2)phenyl)-1-methyl-1H-pyrazole